C[C@@H]1CCN(C2=C(C=CC=C12)C)S(=O)(=O)C1=C(C=C(C=C1)C=1C=NN(C1)C)C (4R)-4,8-dimethyl-1-[2-methyl-4-(1-methylpyrazol-4-yl)phenyl]sulfonyl-3,4-dihydro-2H-quinoline